bis[3,4-bis(hydroxymethyl) phenyl] ether OCC=1C=C(C=CC1CO)OC1=CC(=C(C=C1)CO)CO